N=1C=CN2C1C=CC(=C2)C=2C=CN1N=C(N=C(C12)OC)NC1CCC(CC1)(O)C 4-((5-(Imidazo[1,2-a]pyridin-6-yl)-4-methoxypyrrolo[2,1-f][1,2,4]triazin-2-yl)amino)-1-methylcyclohexan-1-ol